9,12-Tetradecadien-1-ol C(CCCCCCCC=CCC=CC)O